BrC=1C(=C(NC2=NC=NC3=CC(=C(C=C23)OC(C(C)(C)C)=O)O)C=CC1)F 2,2-Dimethylpropanoic acid 4-(3-bromo-2-fluoroanilino)-7-hydroxyquinazolin-6-yl ester